NC=1C=C(C=CC1OC1CC1)C1(CCN(CC1)C)O 4-(3-amino-4-cyclopropoxyphenyl)-1-methylpiperidin-4-ol